benzyl (R)-(2-(2-(((benzyloxy)carbonyl)amino)-3-(6-phenyl-1H-indole-2-carboxamido)propoxy)ethyl)carbamate C(C1=CC=CC=C1)OC(=O)N[C@@H](COCCNC(OCC1=CC=CC=C1)=O)CNC(=O)C=1NC2=CC(=CC=C2C1)C1=CC=CC=C1